tert-butyl (6-aminobenzo[d]isoxazol-3-yl)(methyl)carbamate NC1=CC2=C(C(=NO2)N(C(OC(C)(C)C)=O)C)C=C1